ClC1=C(C=CC=C1)[C@H](C)OC=1C(=NC(=NC1)C(=O)N[C@H](C)\C=C\S(=O)(=O)C)C(F)(F)F ((S)-1-(2-Chlorophenyl)ethoxy)-N-((R,E)-4-(methylsulfonyl)but-3-en-2-yl)-4-(trifluoromethyl)pyrimidine-2-carboxamide